(S)-(4,6-Difluoro-7-methyl-1H-benzo[d]imidazol-2-yl)(4-fluoro-5-methyl-7,8-dihydro-1,6-naphthyridin-6(5H)-yl)methanone FC1=CC(=C(C=2NC(=NC21)C(=O)N2[C@H](C=1C(=CC=NC1CC2)F)C)C)F